C(C)(C)(C)OC(=O)N(C)CC=O N-tert-butyloxycarbonyl-(methylamino)acetaldehyde